octahydro-2H-Imidazo[4,5-c]Pyridine-2-one N1C(NC2CNCCC21)=O